2-bromo-1-(3-hydroxyphenyl)ethane-1-one BrCC(=O)C1=CC(=CC=C1)O